C(C)OC(=O)N1CC2(C1)CC(C2)N2C[C@H]1C([C@H]1C2)C(=O)OCC 6-[(1r,5s,6r)-6-(ethoxycarbonyl)-3-azabicyclo[3.1.0]hex-3-yl]-2-azaspiro[3.3]heptane-2-carboxylic acid ethyl ester